3-methoxy-5-(trifluoromethyl)aniline COC=1C=C(N)C=C(C1)C(F)(F)F